3-methyl-1-((1-(quinolin-6-yl)-1h-indol-4-yl)methyl)pyrrolidine CC1CN(CC1)CC1=C2C=CN(C2=CC=C1)C=1C=C2C=CC=NC2=CC1